2-(2-ethoxy-5-((3-((2-hydroxyethyl)(methyl)amino)azetidin-1-yl)sulfonyl)phenyl)-5-methyl-7-propylimidazo[5,1-f][1,2,4]triazin-4(3H)-one C(C)OC1=C(C=C(C=C1)S(=O)(=O)N1CC(C1)N(C)CCO)C1=NN2C(C(N1)=O)=C(N=C2CCC)C